(2R,3S,4S,5R)-3-(3,4-difluoro-5-hydroxy-2-methoxyphenyl)-4,5-dimethyl-5-(trifluoromethyl)tetrahydrofuran-2-carboxylic acid FC=1C(=C(C=C(C1F)O)[C@H]1[C@@H](O[C@]([C@H]1C)(C(F)(F)F)C)C(=O)O)OC